C(C)N1N=NC2=C1C=CC=C2 1-ethylbenzotriazol